rac-(3aR,5r,6aS)-5-benzyl-2-(2-(4-fluorophenyl)-2-hydroxyethyl)octahydro-cyclopenta[c]pyrrol-5-ol C(C1=CC=CC=C1)C1(C[C@@H]2[C@@H](CN(C2)CC(O)C2=CC=C(C=C2)F)C1)O |r|